2,2,2-Trichloroethyl (3-phenyl-6,7-dihydro-5H-cyclopenta[b]pyridin-4-yl)carbamate C1(=CC=CC=C1)C=1C(=C2C(=NC1)CCC2)NC(OCC(Cl)(Cl)Cl)=O